C1(=CC=CC=2C3=CC=CC=C3C=CC12)N phenanthrenyl-amine